7-(p-tolyl)dibenzo[c,e]oxepine-5(7H)-thione C1(=CC=C(C=C1)C1C2=C(C3=C(C(O1)=S)C=CC=C3)C=CC=C2)C